4-amino-7-cyclopropyl-1-[1-(oxocyclopent-3-yl)ethyl]pyrido[2,3-d]pyrimidin-2-one NC=1C2=C(N(C(N1)=O)C(C)C1CC(CC1)=O)N=C(C=C2)C2CC2